CCCCCCCCCCCCCCCCCCCCCCCCCC(=O)N[C@@H](CO)[C@@H]([C@@H](CCCCCCCCCCCCCCCC)O)O The molecule is a ceramide that is the N-hexacosanoyl derivative of C20 phytosphingosine. It is a C20 phytoceramide and a N-(very-long-chain fatty acyl)-sphingoid base.